tert-butyl (3S,4S)-3-amino-4-fluoropiperidine-1-carboxylate N[C@H]1CN(CC[C@@H]1F)C(=O)OC(C)(C)C